COC1=CN=CC(=N1)[C@H]1N(OCC1)C(=O)[C@@H]1CC[C@H](CC1)COC=1C=C(C(=O)N)C=CC1 trans-3-[[4-[(3S)-3-(6-methoxypyrazin-2-yl)isoxazolidine-2-carbonyl]cyclohexyl]methoxy]benzamide